C(=C)C1=NC=CC=N1.[N] nitrogen vinyl-pyrimidine